ClC1=C(C=C(C=C1)C=1C=C2C(=NC1)NC(N2CC=2C=NC=C(C2)F)=O)C 6-(4-chloro-3-methyl-phenyl)-1-[(5-fluoro-3-pyridinyl)methyl]-3H-imidazo[4,5-b]pyridin-2-one